2-(4-(2-(2,4-diamino-5-chloroquinazolin-6-yl)ethyl)benzamido)pentanoate NC1=NC2=CC=C(C(=C2C(=N1)N)Cl)CCC1=CC=C(C(=O)NC(C(=O)[O-])CCC)C=C1